1-(5-{[2-methyl-6-(trifluoromethyl)phenyl]methoxy}pyrimidin-2-yl)pyrazole-3-carboxamide CC1=C(C(=CC=C1)C(F)(F)F)COC=1C=NC(=NC1)N1N=C(C=C1)C(=O)N